OC1=C(C(=CC(=C1S(=O)(=O)NC)CCCCC)O)C1=C(C=CC(=C1)C)C(=C)C 2,6-dihydroxy-N,5'-dimethyl-4-pentyl-2'-(prop-1-en-2-yl)-[1,1'-biphenyl]-3-sulfonamide